[8-(2,3-dihydro-1-benzofuran-7-ylsulfonyl)-3,8-diazabicyclo[3.2.1]oct-3-yl](1H-1,2,3-triazol-5-yl)methanone O1CCC2=C1C(=CC=C2)S(=O)(=O)N2C1CN(CC2CC1)C(=O)C1=CN=NN1